4-(9-phenyl-9H-carbazol-3-yl)-9H-fluoren-2-amine C1(=CC=CC=C1)N1C2=CC=CC=C2C=2C=C(C=CC12)C1=CC(=CC=2CC3=CC=CC=C3C12)N